[N-](S(=O)(=O)C(F)(F)F)S(=O)(=O)C(F)(F)F.C(CCC)[N+]1(CCCC1)C 1-Butyl-1-methylpyrrolidinium bis(trifluoromethylsulfonyl)imide